(1R,2S,5S)-N-{(1S)-1-cyano-2-[(3S)-2-oxopyrrolidin-3-yl]ethyl}-6,6-dimethyl-3-[N-(trifluoroacetyl)-L-valinyl]-3-azabicyclo[3.1.0]hexane-2-carboxamide C(#N)[C@H](C[C@H]1C(NCC1)=O)NC(=O)[C@@H]1[C@H]2C([C@H]2CN1C([C@@H](NC(C(F)(F)F)=O)C(C)C)=O)(C)C